1-(tert-butyl) 2-methyl 4-(3,4-dichlorophenyl)piperazine-1,2-dicarboxylate ClC=1C=C(C=CC1Cl)N1CC(N(CC1)C(=O)OC(C)(C)C)C(=O)OC